P(O)(O)(=O)N.P(=S)(N)(N)N thiophosphoramide (phosphoramidate)